N-(4-(1-cyclopropyl-4-fluoro-2-methyl-1H-benzimidazol-6-yl)-5-fluoropyrimidin-2-yl)-6-(2-(dimethylamino)ethyl)-5,6,7,8-tetrahydro-1,6-naphthyridin-2-amine C1(CC1)N1C(=NC2=C1C=C(C=C2F)C2=NC(=NC=C2F)NC2=NC=1CCN(CC1C=C2)CCN(C)C)C